L-1-Octadecyltrichlorosilane C(CCCCCCCCCCCCCCCCC)[Si](Cl)(Cl)Cl